(3-Chloroanilino)-2'-cyclobutyl-2',3'-dihydrospiro[cyclohexane-1,1'-indene]-4-formic acid ClC=1C=C(NC2(C3(C4=CC=CC=C4C2)CCC(CC3)C(=O)O)C3CCC3)C=CC1